2-(4-bromo-3-fluorophenyl)-2-methylpropane-1,3-diol BrC1=C(C=C(C=C1)C(CO)(CO)C)F